C(C)SC1=C(C=CC=C1)C 1-(ethylsulfanyl)-2-methyl-benzene